5-[2-(4-methoxy-3-nitrophenyl)propan-2-yl]thiazole COC1=C(C=C(C=C1)C(C)(C)C1=CN=CS1)[N+](=O)[O-]